(4-bromo-3-fluoro-2-methyl-phenyl)methanol BrC1=C(C(=C(C=C1)CO)C)F